Diethyleneglycol bis(chloroformate) ClC(=O)OCCOCCOC(=O)Cl